1-((2,3-dichlorophenyl)sulfonyl)piperidine-4-carboxylic acid ClC1=C(C=CC=C1Cl)S(=O)(=O)N1CCC(CC1)C(=O)O